2-[5-fluoro-2-(methoxymethoxy) phenyl]-2-[6-[4-(1-methyl-4-piperidinyl) phenyl]-4-oxo-Quinazolin-3-yl]Ethyl acetate C(C)(=O)OCC(N1C=NC2=CC=C(C=C2C1=O)C1=CC=C(C=C1)C1CCN(CC1)C)C1=C(C=CC(=C1)F)OCOC